[Rh].C(C)(=O)OC(C(=O)O[Rh]OC(C)=O)OC(C)=O diacetoxy(diacetoxyrhodium) rhodium